OC1=C(C=CC=C1)C(CCCCCCCCCCCCCCC)C1=C(C=CC=C1)O 1,1-bis(2-hydroxyphenyl)hexadecane